N(=C=O)C1CCC(CC1)CC1CCC(CC1)N=C=O 1-Isocyanato-4-[(4-isocyanatocyclohexyl)methyl]cyclohexan